C(C1=CC=CC=C1)OC(=O)ON1C(CCC1=O)=O N-(benzyloxy-carbonyloxy)-succinimide